5,5'-(((2-((bicyclo[2.2.1]hept-5-en-2-ylmethoxy)methyl)-2-methylpropan-1,3-diyl)bis(oxy))bis(methylene))bis(bicyclo[2.2.1]hept-2-ene) C12C(CC(C=C1)C2)COCC(COCC2C1C=CC(C2)C1)(COCC1C2C=CC(C1)C2)C